((S)-1-(2-cyano-5-(((S)-1-cyclopropylethyl)carbamoyl)pyridin-4-yl)-3-methylpyrrolidin-3-yl)carbamic acid tert-butyl ester C(C)(C)(C)OC(N[C@@]1(CN(CC1)C1=CC(=NC=C1C(N[C@@H](C)C1CC1)=O)C#N)C)=O